N-[[6-(4H-1,3-Benzodioxin-2-ylmethoxy)-2-pyridyl]sulfonyl]-2-(2,2,4-trimethylpyrrolidin-1-yl)pyridin-3-carboxamid O1C(OCC2=C1C=CC=C2)COC2=CC=CC(=N2)S(=O)(=O)NC(=O)C=2C(=NC=CC2)N2C(CC(C2)C)(C)C